(S)-5-(3-aminopiperidin-1-yl)-N-(2-(2-fluoro-6-methoxyphenyl)pyrimidin-4-yl)-6-(1-(2,2,2-trifluoroethyl)-1H-pyrazol-4-yl)pyridazin-3-amine hydrochloride Cl.N[C@@H]1CN(CCC1)C=1C=C(N=NC1C=1C=NN(C1)CC(F)(F)F)NC1=NC(=NC=C1)C1=C(C=CC=C1OC)F